(S)-2-(2-methylpyrrolidin-1-yl)-5-(4,4,5,5-tetramethyl-1,3,2-dioxaborolan-2-yl)pyrimidine C[C@@H]1N(CCC1)C1=NC=C(C=N1)B1OC(C(O1)(C)C)(C)C